[N+](=O)([O-])C=1N=CN(C1)C=1C=C(C#N)C=CC1 3-(4-nitro-1H-imidazol-1-yl)benzonitrile